6-tertiary butyl-2,6-xylenol C(C)(C)(C)C1(C=CC=C(C1O)C)C